FC(C1=CC=C(C=N1)C1=NN=C(C2=CC=CC=C12)NC1CN(CCC1)C)F 4-(6-(difluoromethyl)pyridin-3-yl)-N-(1-methylpiperidin-3-yl)phthalazin-1-amine